N1CC(C1)C(C)(C)NC([O-])=O (2-(azetidin-3-yl)propan-2-yl)carbamate